N-(1-(5-(3-cyano-6-((3-fluoro-1-methyl-azetidin-3-yl)methoxy)pyrazolo[1,5-a]pyridin-4-yl)pyridin-2-yl)-4-methylpiperidin-4-yl)-5-fluoro-2-methylbenzamide C(#N)C=1C=NN2C1C(=CC(=C2)OCC2(CN(C2)C)F)C=2C=CC(=NC2)N2CCC(CC2)(C)NC(C2=C(C=CC(=C2)F)C)=O